ClC=1C=C(C=CC1F)N\N=C(\C(=O)OCC)/C=N/O Ethyl (2E,3E)-2-[2-(3-chloro-4-fluorophenyl)hydrazinylidene]-3-(hydroxyimino)propanoate